C12(CC3CC(CC(C1)C3)C2)NCCCCCCCNC2=C3C(N(C(=NC3=CC=C2)C)[C@H]2C(NC(CC2)=O)=O)=O (3R)-3-(5-((7-(((1s,3s)-adamantan-1-yl)amino)heptyl)amino)-2-methyl-4-oxoquinazolin-3(4H)-yl)piperidine-2,6-dione